(R,R) or (S,R)-N'-((1,2,3,5,6,7-hexahydro-s-indacen-4-yl)carbamoyl)-4-(pyrrolidin-2-yl)benzenesulfonimidamide C1CCC2=C(C=3CCCC3C=C12)NC(=O)N=[S@](=O)(N)C1=CC=C(C=C1)[C@@H]1NCCC1 |o1:16|